C(CCCCC(=O)OCCCCCCN(CCCCCC(OCCCCCCCCCCC)=O)CCO)(=O)OC(CCCCCCCC)CCCCCCCC 1-heptadec-9-yl 6-{6-[(2-hydroxyethyl) [6-oxo-6-(undecyloxy) hexyl] amino] hexyl} hexanediate